ClC=1C(=NC(=NC1)N1C[C@H](CC1)C1=CC=C(C=2N1C(=NN2)CC2CC2)C(F)(F)F)OCC ((S)-1-(5-chloro-4-ethoxy-pyrimidin-2-yl)pyrrolidin-3-yl)-3-(cyclopropylmethyl)-8-(trifluoromethyl)-[1,2,4]triazolo[4,3-a]pyridine